ClC1=C(C=CC(=C1)Cl)C[C@@H](C[C@H]([C@@H](C(C)(C)C)O)N1N=CNC1=S)C 2-[(2S,4R,5R)-1-(2,4-dichlorophenyl)-5-hydroxy-2,6,6-trimethylhept-4-yl]-2,4-dihydro-3H-1,2,4-triazole-3-thione